C1(=CC=CC=C1)C1(CNC2(CC2)CC1)NS(=O)(=O)C1=CC=C(C=C1)OC(F)(F)F N-(6-phenyl-4-azaspiro[2.5]oct-6-yl)-4-(trifluoromethoxy)benzenesulfonamide